1-(4-methoxybenzyl)-5-(6-methyl-4,5,6,7-tetrahydropyrazolo[1,5-a]pyrimidin-3-yl)-1H-pyrazol-4-amine COC1=CC=C(CN2N=CC(=C2C=2C=NN3C2NCC(C3)C)N)C=C1